C(C)(C)(C)OC(=O)N1[C@H](CC(CC1)(O)C1=NC=C(C=N1)Cl)C (2S)-4-(5-chloropyrimidin-2-yl)-4-hydroxy-2-methylpiperidine-1-carboxylic acid tert-butyl ester